4-(4-((4-chlorophenyl)sulfonamido)phenyl)-7H-pyrrolo[2,3-d]pyrimidin ClC1=CC=C(C=C1)S(=O)(=O)NC1=CC=C(C=C1)C=1C2=C(N=CN1)NC=C2